FC=1C=C(COC2=NC(N3C(N4COCCC4C3)=C2)=O)C=C(C1OC1=CC(=NC=C1)C(F)(F)F)F 3-((3,5-difluoro-4-((2-(trifluoromethyl)pyridin-4-yl)oxy)benzyl)oxy)-8,9,9a,10-tetrahydropyrimido[6',1':2,3]imidazo[1,5-c][1,3]oxazin-1(6H)-one